(S)-3-(3-((R)-1-(2-(tert-butoxycarbonyl)-2-methylhydrazineyl)-7-((2-((tert-butyldimethylsilyl) oxy)ethyl)sulfonyl)-2,6,6-trimethyl-1-oxoheptan-2-yl)phenyl)propane-1,2-diyl diacetate C(C)(=O)OC[C@H](CC1=CC(=CC=C1)[C@](C(=O)NN(C)C(=O)OC(C)(C)C)(CCCC(CS(=O)(=O)CCO[Si](C)(C)C(C)(C)C)(C)C)C)OC(C)=O